BrCC(C(C)C1=C(C(=CC=C1)C)C)=O 1-bromo-3-(2,3-dimethylphenyl)butane-2-one